FC1=C(C=CC=C1)CCS(=O)(=O)NC=1C(=NOC1C1=CC=C(C(=N1)C)NC(=O)[C@@H]1[C@H](CCCC1)C(=O)O)C (1S,2S)-2-((6-(4-((2-(2-fluorophenyl)ethyl)sulfonamido)-3-methylisoxazol-5-yl)-2-methylpyridin-3-yl)carbamoyl)cyclohexane-1-carboxylic acid